1-(6-(1-methyl-1H-pyrazol-4-yl)pyrazolo[1,5-a]pyridin-3-yl)-1,2,3,6-tetrahydropyridin-4-yl trifluoromethanesulfonate FC(S(=O)(=O)OC=1CCN(CC1)C=1C=NN2C1C=CC(=C2)C=2C=NN(C2)C)(F)F